BrC1=CC=C2C(=CNC2=C1F)C1=NC(=NC=C1Cl)Cl 6-bromo-3-(2,5-dichloropyrimidin-4-yl)-7-fluoro-1H-indole